C1(=CC=CC=C1)C1=NOC(=C1)C(=O)N[C@@H]1C[C@H](C2=CC(=C3C=C(N=CC3=C21)C2CC2)S(NCC(C)C)(=O)=O)NC(=O)C=2C=NC=CC2 |r| 3-Phenyl-N-[trans-(7RS,9RS)-3-cyclopropyl-5-(2-methylpropylsulfamoyl)-7-(pyridin-3-carbonylamino)-8,9-dihydro-7H-cyclopenta[h]isochinolin-9-yl]-1,2-oxazol-5-carboxamid